(5R,6S)-5-(4-(2,7-diazaspiro[3.5]non-2-yl)phenyl)-6-phenyl-5,6,7,8-tetrahydronaphthalen-2-ol C1N(CC12CCNCC2)C2=CC=C(C=C2)[C@@H]2C=1C=CC(=CC1CC[C@@H]2C2=CC=CC=C2)O